8-Fluoro-4-(4-methyl-3-pyridyl)-3,4-dihydrobenzo[f][1,4]oxazepine-5(2H)-one FC1=CC2=C(C(N(CCO2)C=2C=NC=CC2C)=O)C=C1